2-(6-((2-(Tert-butyl)pyrimidin-4-yl)amino)-1-methoxy-2,7-naphthyridin-4-yl)propan-2-ol C(C)(C)(C)C1=NC=CC(=N1)NC=1C=C2C(=CN=C(C2=CN1)OC)C(C)(C)O